Octasilane [SiH3][SiH2][SiH2][SiH2][SiH2][SiH2][SiH2][SiH3]